ClC1=C(C=C(C(=O)NC2=CC(=C(C=C2)F)C)C=C1)C(C(=O)N1C[C@@H]([C@@H](CC1)O)O)(F)F 4-chloro-3-(2-((3S,4R)-3,4-dihydroxypiperidin-1-yl)-1,1-difluoro-2-oxoethyl)-N-(4-fluoro-3-methylphenyl)benzamide